2-(4-aminopiperidin-1-yl)-N-((5'-(dimethylamino)-[2,3'-bipyridin]-3-yl)methyl)-9-isopropyl-9H-purin-6-amine NC1CCN(CC1)C1=NC(=C2N=CN(C2=N1)C(C)C)NCC=1C(=NC=CC1)C=1C=NC=C(C1)N(C)C